N-(4-((4-(ethoxymethyl)-4-(4-hydroxyphenethyl)piperidin-1-yl)methyl)phenyl)acetamide HCl Cl.C(C)OCC1(CCN(CC1)CC1=CC=C(C=C1)NC(C)=O)CCC1=CC=C(C=C1)O